β-iodopropionic acid ICCC(=O)O